NC=1C=2N(C3=CC(=C(C=C3N1)F)C(=O)N(C)C(C(F)F)C1=NC=C(C=C1)C(F)(F)F)C=NC2 4-amino-N-(2,2-difluoro-1-(5-(trifluoromethyl)pyridin-2-yl)ethyl)-7-fluoro-N-methylimidazo[1,5-a]quinoxaline-8-carboxamide